1-(7-bromo-2,2-dimethyl-1,2-dihydroquinolin-4-yl)-2-nitroethane-1-ol BrC1=CC=C2C(=CC(NC2=C1)(C)C)C(C[N+](=O)[O-])O